N1=C(C=CC=C1C1=C(C=CC=C1)C=1C(=C(C=C(C1)[Si](C)(C)CCCC)C12CC3CC(CC(C1)C3)C2)O)C2=C(C=CC=C2)C=2C(=C(C=C(C2)[Si](C)(C)CCCC)C23CC1CC(CC(C2)C1)C3)O 2',2'''-(pyridine-2,6-diyl)bis(3-(1-adamantyl)-5-(n-butyldimethylsilyl)-[1,1'-biphenyl]-2-ol)